Pyrimidineamine C1=CN=C(N=C1)N